FC(CN1N=NC2=C1C=C(C=C2)C=2C(=CN1N=C(N=C(C12)OC)NC1CCC(CC1)(O)C)F)(C)F (1r,4r)-4-((5-(1-(2,2-difluoropropyl)-1H-benzo[d][1,2,3]triazol-6-yl)-6-fluoro-4-methoxypyrrolo[2,1-f][1,2,4]triazin-2-yl)amino)-1-methylcyclohexan-1-ol